(naphthylphenyl)(naphthobenzofuranyl)anthracene-d8 C1(=CC=CC2=CC=CC=C12)C1=C(C=CC=C1)C1=C2C(=C(C(=C(C2=C(C=2C(=C(C(=C(C12)[2H])[2H])[2H])[2H])[2H])[2H])[2H])[2H])C1=COC=2C1=CC=C1C2C=CC2=CC=CC=C21